(1s,4s)-4-((4-(2,2-difluoroethoxy)-5-(imidazo[1,2-a]pyrimidin-6-yl)pyrrolo[2,1-f][1,2,4]triazin-2-yl)amino)-1-ethylcyclohexan-1-ol FC(COC1=NC(=NN2C1=C(C=C2)C=2C=NC=1N(C2)C=CN1)NC1CCC(CC1)(O)CC)F